COC[C@@H](CO[C@H]1C(N(CC1)C1CCN(CC1)C1=NC=C(C#N)C=C1)=O)NC=1C=NNC(C1C(F)(F)F)=O 6-(4-((R)-3-((S)-3-methoxy-2-((6-oxo-5-(trifluoromethyl)-1,6-dihydropyridazin-4-yl)amino)propoxy)-2-oxopyrrolidin-1-yl)piperidin-1-yl)nicotinonitrile